ClC=1C=C(NC2(CCC3(C(=CC4=CC(=C(C=C34)OCC)C)C[C@H](COCC3=CC=C(C=C3)OC)C)CC2)C(=O)OC)C=CC1 methyl (1r,4R)-4-(3-chloroanilino)-6'-ethoxy-2'-{(2R)-3-[(4-methoxyphenyl)methoxy]-2-methylpropyl}-5'-methylspiro[cyclohexane-1,1'-indene]-4-carboxylate